6-((7R,8aS)-7-((([1,2,4]triazolo[1,5-a]pyridin-5-ylmethyl)amino)methyl)-6-oxohexahydropyrrolo[1,2-a]pyrazin-2(1H)-yl)nicotinonitrile N=1C=NN2C1C=CC=C2CNC[C@H]2C[C@@H]1N(CCN(C1)C1=NC=C(C#N)C=C1)C2=O